C(C1=CC=CC=C1)C1=CC(=NC(=C1)C1=CC(=CC=C1)[N+](=O)[O-])NC1=NN(C(=C1)C1CCCC1)C(=O)OC(C)(C)C t-butyl 3-((4-benzyl-6-(3-nitrophenyl)pyridin-2-yl)amino)-5-cyclopentyl-1H-pyrazole-1-carboxylate